CC1(CCC(CC1)C(C)(C)O)S(=O)(=O)C1=CC=C(C)C=C1 2-(4-methyl-4-(p-toluenesulfonyl)cyclohexyl)propan-2-ol